4-dimethylamino-2'-hydroxy-4'-methoxy-3'-diethylaminomethyl-chalcone CN(C1=CC=C(C=C1)\C=C\C(=O)C1=C(C(=C(C=C1)OC)CN(CC)CC)O)C